3-benzyl-1-methyl-3-azabicyclo[3.1.0]hexane-6-carboxylic acid C(C1=CC=CC=C1)N1CC2(C(C2C1)C(=O)O)C